3-Methyl-2-(8-methyl-[1,2,4]triazolo[1,5-a]pyridin-6-yl)-6-(piperidin-4-yl)-9H-carbazole CC=1C(=CC=2NC3=CC=C(C=C3C2C1)C1CCNCC1)C=1C=C(C=2N(C1)N=CN2)C